methyl 2-(1'-((5-((4-(acetamidomethyl)piperidin-1-yl)methyl)-3',5'-dichloro-[1,1-biphenyl]-3-yl)methyl)-[4,4'-bipiperidin]-1-yl)acetate C(C)(=O)NCC1CCN(CC1)CC=1C=C(C=C(C1)C1=CC(=CC(=C1)Cl)Cl)CN1CCC(CC1)C1CCN(CC1)CC(=O)OC